benzyloxy-2,2,6,6-tetramethylpiperidin C(C1=CC=CC=C1)ON1C(CCCC1(C)C)(C)C